CC1=C2COC(C2=CC=C1[C@@H]1CN(CCO1)CC=1C=NN(C1)C1=NC=2N(C=C1)N=CC2)=O (R)-4-methyl-5-(4-((1-(pyrazolo[1,5-a]pyrimidin-5-yl)-1H-pyrazol-4-yl)methyl)morpholin-2-yl)isobenzofuran-1(3H)-one